NC1=C(C=C(C=C1)F)C#CCCNC(OC(C)(C)C)=O tert-butyl (4-(2-amino-5-fluorophenyl) but-3-yn-1-yl)-carbamate